C(C1=CC=CC=C1)N1CCC(=CC1)CC(=O)N1CCC(CC1)OS(=O)(=O)C 1-(1-benzyl-1,2,3,6-tetrahydropyridin-4-ylacetyl)-4-methanesulfonyloxypiperidine